C(CCCCCCCCC)C=1C=C(SC1)B1OC(C(O1)(C)C)(C)C 2-(4-decylthiophen-2-yl)-4,4,5,5-tetramethyl-1,3,2-dioxaborolane